1H-benzindol N1C=CC2=CC=C3C(=C12)C=CC=C3